5-(7-chloro-3-cyclohexyl-5-(2-methoxyphenyl)-2-methyl-1,1-dioxido-2,3,4,5-tetrahydrobenzo[f][1,2,5]thiadiazepin-8-yl)-2-fluorobenzoic acid ClC=1C(=CC2=C(N(CC(N(S2(=O)=O)C)C2CCCCC2)C2=C(C=CC=C2)OC)C1)C=1C=CC(=C(C(=O)O)C1)F